6-Chloro-N4-ethyl-2-(ethylthio)pyrimidine-4,5-diamine ClC1=C(C(=NC(=N1)SCC)NCC)N